3,4-dihydro-2H-spiro[acridine-9,1'-benzo[e]indole]-1,2'(3'H,10H)-dione C12(C(NC=3C=CC4=C(C13)C=CC=C4)=O)C4=CC=CC=C4NC=4CCCC(C42)=O